ClC=1C(=C2C=NNC2=C(C1F)CC#C)C=1N=CC=2N(C1)C=C(N2)NC(=O)[C@H]2[C@H](C2)F (1S,2S)-N-(6-(5-chloro-6-fluoro-7-(prop-2-yn-1-yl)-1H-indazol-4-yl)imidazo[1,2-a]pyrazin-2-yl)-2-fluorocyclopropane-1-carboxamide